C(C)(C)(C)OC(=O)N[C@@H](C(=O)OC)CCC(CP(=O)(OC)OC)=O (R)-methyl 2-((tert-butoxycarbonyl) amino)-6-(dimethoxyphosphoryl)-5-oxohexanoate